5-(2,3-difluoro-4-methylphenoxy)-1-(4-((4-fluorophenyl)sulfonyl)piperazin-1-yl)-2,2-dimethylpentan-1-one FC1=C(OCCCC(C(=O)N2CCN(CC2)S(=O)(=O)C2=CC=C(C=C2)F)(C)C)C=CC(=C1F)C